tert-butyl (2R,5R)-2-(3-(N-benzylmethylsulfonamido)phenyl)-5-((R)-(3-fluorophenyl)(hydroxy)methyl)pyrrolidine-1-carboxylate C(C1=CC=CC=C1)N(S(=O)(=O)C)C=1C=C(C=CC1)[C@@H]1N([C@H](CC1)[C@H](O)C1=CC(=CC=C1)F)C(=O)OC(C)(C)C